(3-Chlorophenyl)-3-((1-cyanopyrrolidin-3-yl)methyl)urea ClC=1C=C(C=CC1)NC(=O)NCC1CN(CC1)C#N